tert-butyl-[2-[3-chloro-6-(4,4,5,5-tetramethyl-1,3,2-dioxaborolan-2-yl)pyrazolo[1,5-a]pyridin-4-yl]oxy-2-(2-pyridyl)ethoxy]-dimethyl-silane C(C)(C)(C)[Si](C)(C)OCC(C1=NC=CC=C1)OC=1C=2N(C=C(C1)B1OC(C(O1)(C)C)(C)C)N=CC2Cl